ClC1=C(C=C(C=C1)C(F)(F)F)N=C=O 2-chloro-5-(trifluoromethyl)phenyl isocyanate